4-bromo-2-(trifluoromethyl)furan BrC=1C=C(OC1)C(F)(F)F